bis[2-(di-tert-butylphosphono)cyclopent-2,4-dien-1-yl]Iron C(C)(C)(C)OP(=O)(OC(C)(C)C)C=1C(C=CC1)[Fe]C1C(=CC=C1)P(=O)(OC(C)(C)C)OC(C)(C)C